ClC=1C=CC(=NC1)C1(OC2=C(O1)C=CC(=C2C2=CC(=C(CC1=NC3=C(N1CCOC)C=C(C=C3)C(=O)O)C=C2F)F)F)C 2-(4-(2-(5-chloropyridin-2-yl)-5-fluoro-2-methylbenzo[d][1,3]dioxol-4-yl)-2,5-difluorobenzyl)-1-(2-methoxyethyl)-1H-benzo[d]imidazole-6-carboxylic acid